C1(=NC=CC2=C1NC1=CC=CC=C21)C=O 9H-PYRIDO[3,4-B]INDOLE-1-CARBOXALDEHYDE